CC1(N(CC=C(C1)B1OC(C(O1)(C)C)(C)C)C(=O)O)C(C)(C)C.NCCC(=O)O β-alanin methyltert-butyl-4-(tetramethyl-1,3,2-dioxaborolan-2-yl)-1,2,3,6-tetrahydropyridine-1-carboxylate